C(C)(C)C(C(COC)CCC(C)C)OC isopropyl-2-isopentyl-1,3-dimethoxypropane